C(=O)C=1C=CC(=NC1)C1=C2CCN(C2=CC=C1)C=1C=CC=2N(N1)C(=CN2)C(=O)N[C@H]2[C@@H](CC2)OC 6-(4-(5-Formylpyridin-2-yl)indolin-1-yl)-N-((1R,2R)-2-methoxycyclobutyl)imidazo[1,2-b]pyridazine-3-carboxamide